BrCC(=O)N[C@@H](C)C1=C(C=CC=C1F)Cl (S)-2-bromo-N-(1-(2-chloro-6-fluorophenyl)ethyl)acetamide